C1(=CC=CC2=CC=CC=C12)CC(=O)NC(=N)N 2-(1-Naphthyl)acetylguanidin